[6-(5-Cyclopropyl-4H-1,2,4-triazol-3-yl)-2-azaspiro[3.3]heptan-2-yl]-[3-[6-(2,2-difluoro-5-azaspiro[2.4]heptan-5-yl)-3-pyridyl]azetidin-1-yl]methanone C1(CC1)C=1NC(=NN1)C1CC2(CN(C2)C(=O)N2CC(C2)C=2C=NC(=CC2)N2CC3(C(C3)(F)F)CC2)C1